α-allyloxymethyl-acrylic acid C(C=C)OCC(C(=O)O)=C